[3-(trifluoromethyl)cyclobutyl] 4-methylbenzenesulfonate CC1=CC=C(C=C1)S(=O)(=O)OC1CC(C1)C(F)(F)F